methyl (1S,2S)-2-(2-chloro-4-pyridyl)cyclopropanecarboxylate ClC1=NC=CC(=C1)[C@@H]1[C@H](C1)C(=O)OC